N-((1S)-2-(2-bromo-5,6-difluoro-3-methylphenyl)-1-(5-oxo-4,5-dihydro-1,3,4-oxadiazol-2-yl)propyl)-4-chloro-2-methoxybenzenesulfonamide BrC1=C(C(=C(C=C1C)F)F)C([C@@H](C=1OC(NN1)=O)NS(=O)(=O)C1=C(C=C(C=C1)Cl)OC)C